[N+](=O)([O-])C=1C=CC(=NC1)OCC1=CC=C(C=C1)C(F)(F)F 5-nitro-2-(4-(trifluoromethyl)benzyloxy)pyridine